5-methyl-N4-(3-methyl-1H-indazol-6-yl)-N2-(4-(4-methylpiperazin-1-yl)phenyl)pyrimidine-2,4-diamine CC=1C(=NC(=NC1)NC1=CC=C(C=C1)N1CCN(CC1)C)NC1=CC=C2C(=NNC2=C1)C